ClC1=C(C=C(C=C1)OCCOCC)C(=O)NC=1C=C(C2=C(NC(=N2)COC)C1)C(=O)NC1=C(C(=CC=C1)Cl)C 6-({[2-chloro-5-(2-ethoxyethoxy)phenyl]carbonyl}amino)-N-(3-chloro-2-methylphenyl)-2-(methoxymethyl)-1H-benzimidazole-4-carboxamide